C(C)(C)(C)C1(C(C(=CC=C1)C(C)(C)C)(C)O)C 2,6-di-T-butylxylenol